C1(CC1)S(=O)(=O)N1CC(OCC1)CNC 1-(4-(cyclopropylsulfonyl)morpholin-2-yl)-N-methylmethanamine